3-hydroxypropyl-(triphenyl)phosphine bromide [Br-].OCCCP(C1=CC=CC=C1)(C1=CC=CC=C1)C1=CC=CC=C1